ClC=1C=C2N=CC(NC2=CC1)=O 6-Chloroquinoxalin-2(1H)-on